(5-hydroxy-4-(methylthio)-2-phenylthieno[2,3-d]pyrimidin-6-yl)(piperidin-1-yl)methanone OC1=C(SC=2N=C(N=C(C21)SC)C2=CC=CC=C2)C(=O)N2CCCCC2